O1C(=CC=C1)C1=NOC(=N1)CN1C(N(CC1=O)C1=CC=CC=C1)=O 3-{[3-(furan-2-yl)-1,2,4-oxadiazol-5-yl]methyl}-1-phenylimidazolidine-2,4-dione